COC1=C(C=CC(=C1)OC)C=1C(=C(C(=NC1C)C)C(=O)NC1=CC(=C(C=C1)OC1=CC=NC2=CC(=CN=C12)OC)F)O 5-(2,4-dimethoxyphenyl)-N-[3-fluoro-4-[(7-methoxy-1,5-naphthyridin-4-yl)oxy]phenyl]-4-hydroxy-2,6-dimethylpyridine-3-carboxamide